(1-(2-methoxyethyl)azetidin-3-yl)methanamine trifluoroacetate salt FC(C(=O)O)(F)F.COCCN1CC(C1)CN